CC(C)OC(C)COC(C)COC(C)CO tripropylene glycol methyl-ethyl ether